4-(chloromethyl)-5-fluoro-1,2,3,6-tetrahydropyridine trifluoroacetate FC(C(=O)O)(F)F.ClCC=1CCNCC1F